C1(C2=CC(C(=O)O1)=CC=C2)=O isophthaloyl ether